BrC1=CC2=C(N(S(C3=C(C2Cl)C=CC(=C3)Cl)(=O)=O)C)C=C1 9-Bromo-3,11-dichloro-6-methyl-6,11-dihydrodibenzo[c,f][1,2]thiazepine 5,5-dioxide